C12CN(CC(CC1)N2)C2=NC(=NC1=C(C(=C(C=C21)C(F)(F)F)C2=CC(=CC1=CC=CC=C21)O)F)OCC21COC(C2)(C1)C 4-(4-(3,8-diazabicyclo[3.2.1]octan-3-yl)-8-fluoro-2-((1-methyl-2-oxabicyclo[2.1.1]hexan-4-yl)methoxy)-6-(trifluoromethyl)quinazolin-7-yl)naphthalen-2-ol